CCOC1=CC=C(C=C1)CC(=O)O p-ethoxyphenylacetic acid